[8-(1-octylnonoxy)-8-oxo-octyl] (2S,4S)-4-[3-(dimethylamino) propanoyloxy]-1-[6-(1-hexylnonoxy)-6-oxo-hexyl]pyrrolidine-2-carboxylate CN(CCC(=O)O[C@H]1C[C@H](N(C1)CCCCCC(=O)OC(CCCCCCCC)CCCCCC)C(=O)OCCCCCCCC(=O)OC(CCCCCCCC)CCCCCCCC)C